C1(=CC(=CC=C1)C1=NC2=C3N=C(C=CC3=CC=C2C=C1)C1=CC=CC=C1)C1=NC2=C3N=C(C=CC3=CC=C2C=C1)C1=CC=CC=C1 2,2'-(1,3-Phenylene)bis[9-phenyL1,10-phenanthroline]